C1NC(CC2=CC=CC=C12)=O 2,4-dihydro-1H-isoquinolin-3-one